8-(2-ethylphenyl)-9-(4-((1-(3-fluoropropyl)azetidin-3-yl)methyl)phenyl)-6,7-dihydro-5H-benzo[7]annulene-3-carboxylic acid hydrochloride Cl.C(C)C1=C(C=CC=C1)C=1CCCC2=C(C1C1=CC=C(C=C1)CC1CN(C1)CCCF)C=CC(=C2)C(=O)O